3-phenyl-N-[(1s,4s)-4-{[2-(trifluoromethyl)quinolin-4-yl]amino}cyclohexyl]propanamide C1(=CC=CC=C1)CCC(=O)NC1CCC(CC1)NC1=CC(=NC2=CC=CC=C12)C(F)(F)F